N-{4-[2-(acetamido)pyridin-4-yloxy]-3-fluorophenyl}-3-oxo-4-(4-chlorophenyl)-3,4-dihydropyrazine-2-carboxamide C(C)(=O)NC1=NC=CC(=C1)OC1=C(C=C(C=C1)NC(=O)C1=NC=CN(C1=O)C1=CC=C(C=C1)Cl)F